ClC1=C(C=CC=C1C1=NC=CC(=C1Cl)NC1=C(C(=CC=C1)CN1CC(C1)COC)F)C1=CC=C(C(=N1)OC)CNC[C@@H]1CCC(N1)=O (S)-5-((((6-(2-chloro-3-(3-chloro-4-((2-fluoro-3-((3-(methoxymethyl)azetidin-1-yl)methyl)phenyl)amino)pyridin-2-yl)phenyl)-2-methoxypyridin-3-yl)methyl)amino)methyl)pyrrolidin-2-one